5-(trifluoromethyl)-1,3-diiminoisoindoline FC(C=1C=C2C(NC(C2=CC1)=N)=N)(F)F